3-{2-Chloro-4-fluoro-5-[3-methyl-2,6-dioxo-4-(trifluoromethyl)-3,6-dihydropyrimidin-1(2H)-yl]phenyl}-3a,4,5,6-tetrahydro-6aH-cyclopenta[d][1,2]oxazol ClC1=C(C=C(C(=C1)F)N1C(N(C(=CC1=O)C(F)(F)F)C)=O)C1=NOC2C1CCC2